(6S)-6-tert-butyl-N-[(1R)-1-[4-(6-oxo-1H-pyridin-3-yl)phenyl]-3-piperidin-1-ium-1-yl-propyl]-5,6,7,8-tetrahydrothieno[2,3-b]quinoline-2-carboxamide C(C)(C)(C)[C@@H]1CC=2C=C3C(=NC2CC1)SC(=C3)C(=O)N[C@H](CC[NH+]3CCCCC3)C3=CC=C(C=C3)C3=CNC(C=C3)=O